F[C@@H]1CN(CC[C@@H]1OC1=C(C#N)C=C(C=C1)C1=NC(=NC=C1)NC1=NC(=C(C=C1)N1CCN(CC1)C1COC1)OC)C(=O)C1=CN=NN1 2-[[(3R,4S)-3-fluoro-1-[(1H-1,2,3-triazol-5-yl)carbonyl]piperidin-4-yl]oxy]-5-[2-([6-methoxy-5-[4-(oxetan-3-yl)piperazin-1-yl]pyridin-2-yl]amino)pyrimidin-4-yl]benzonitrile